methyl 4-[3-(2,6-dichloro-4-fluorobenzoyl)-2,4-dihydro-1,3-benzoxazin-8-yl]-5-fluoro-2-(4,4,5,5-tetramethyl-1,3,2-dioxaborolan-2-yl)benzoate ClC1=C(C(=O)N2COC3=C(C2)C=CC=C3C3=CC(=C(C(=O)OC)C=C3F)B3OC(C(O3)(C)C)(C)C)C(=CC(=C1)F)Cl